P(=O)(OCC1=CC(=C(C(=C1)C(C)(C)C)O)C(C)(C)C)([O-])[O-] 3,5-dit-butyl-4-hydroxybenzyl phosphate